ClC=1C(=NC(=NC1)NC1CCOCC1)C1=CC(=C2CN(C(C2=C1)=O)[C@@H](C(=O)N[C@H](CO)C1=CC(=CC=C1)OC)C)F (2R)-2-(6-{5-chloro-2-[(oxan-4-yl)amino]pyrimidin-4-yl}-4-fluoro-1-oxo-2,3-dihydro-1H-isoindol-2-yl)-N-[(1S)-2-hydroxy-1-(3-methoxyphenyl)ethyl]propanamide